butyl 4-(chloromethyl) 2,2-dimethylbutanedioate CC(C(=O)OCCCC)(CC(=O)OCCl)C